O[C@H]1[C@@H](CN(CC1)CC=1C=NN(C1)C1=NC=C(C#N)C(=C1)OC)C=1C(=C2COC(C2=CC1)=O)C 6-(4-(((3R,4R)-4-hydroxy-3-(4-methyl-1-oxo-1,3-dihydroisobenzofuran-5-yl)piperidin-1-yl)methyl)-1H-pyrazol-1-yl)-4-methoxynicotinonitrile